C(CCC)C(C(C(=O)[O-])(OCCCC)CCCC)(O)C(=O)[O-] tributyltartrate